1-(4-(tert-butyl)phenyl)-3-chlorodibenzo[b,d]Furan C(C)(C)(C)C1=CC=C(C=C1)C1=CC(=CC=2OC3=C(C21)C=CC=C3)Cl